CS(=O)(=O)NC=1C=C(C=CC1)NC(=O)C1=CC(=C(S1)C(=O)O)C1=CC=CC=C1 5-[(3-methanesulfonamidophenyl)carbamoyl]-3-phenylthiophene-2-carboxylic acid